C(C)C=1C=C(C=CC1)C=1C=CC2=C(N=C(O2)[C@H]2N(CCC2)C#N)C1 (S)-2-(5-(3-ethylphenyl)benzo[d]oxazol-2-yl)pyrrolidine-1-carbonitrile